1-(7-(3,5-difluorophenoxy)-3,4-dihydroisoquinolin-2(1H)-yl)prop-2-en-1-one FC=1C=C(OC2=CC=C3CCN(CC3=C2)C(C=C)=O)C=C(C1)F